trans-2-(((R)-1-(4-chloro-2-fluorophenyl)pyrrolidin-3-yl)(methyl)amino)cyclohexan-1-ol ClC1=CC(=C(C=C1)N1C[C@@H](CC1)N([C@H]1[C@@H](CCCC1)O)C)F